CN1C(C2=C(CC1)NC(=C2C2=CC=CC=C2)C2=CC(=NC=C2)NC([C@@H](C)C2=CC=NC=C2)=O)=O (2S)-N-[4-(5-Methyl-4-oxo-3-phenyl-4,5,6,7-tetrahydro-1H-pyrrolo[3,2-c]pyridin-2-yl)pyridin-2-yl]-2-(pyridin-4-yl)propanamid